1-(4-(5-(4-tert-butylphenyl)-4,5-dihydroisoxazol-3-yl)benzyl)azetidine-3-carboxylic acid sodium salt [Na+].C(C)(C)(C)C1=CC=C(C=C1)C1CC(=NO1)C1=CC=C(CN2CC(C2)C(=O)[O-])C=C1